FC(C1=C(C=CC2=C1S(C(C2(F)F)(F)F)=O)OC2=CC(=CC(=C2)F)F)F 7-(difluoromethyl)-6-(3,5-difluorophenoxy)-2,2,3,3-tetrafluoro-2,3-dihydrobenzo[b]-thiophene 1-oxide